NOP(ON)=O diaminophosphonic acid